C(C)C1=C(C=C2CCNCC2=C1)NC1=NC=C(C(=N1)C1=CC2=C(C(NCCS2(=O)=O)=O)S1)C(F)(F)F 7-(2-((7-ethyl-1,2,3,4-tetrahydroisoquinolin-6-yl)amino)-5-(trifluoromethyl)pyrimidin-4-yl)-3,4-dihydrothieno[2,3-f][1,4]thiazepin-5(2H)-one 1,1-dioxide